N1(N=CC=C1)CC1=CC2=C(C(=N1)OC)C(=NO2)NS(=O)(=O)C2=C(C=1CCCCC1C=C2)OC N-(6-((1H-pyrazol-1-yl)methyl)-4-methoxyisoxazolo[4,5-c]pyridin-3-yl)-1-methoxy-5,6,7,8-tetrahydronaphthalene-2-sulfonamide